(R)-N-(4-(((8-bromo-2-(2-(hydroxymethyl)pyrrolidin-1-yl)pyrazolo[1,5-a][1,3,5]triazin-4-yl)amino)methyl)phenyl)-1-fluorocyclopropane-1-carboxamide BrC=1C=NN2C1N=C(N=C2NCC2=CC=C(C=C2)NC(=O)C2(CC2)F)N2[C@H](CCC2)CO